4-(1,3-dioxan-2-yl)-2-nitrophenol O1C(OCCC1)C1=CC(=C(C=C1)O)[N+](=O)[O-]